acetyl pyroglutamate N1[C@@H](CCC1=O)C(=O)OC(C)=O